ClC1=CC2=C3C=4N(C[C@@H](OC4N=C2C(=C1C1=C(C=CC=C1O)F)F)[C@H]1N(CCC1)C)C([C@H]1CNCCN13)=O (4aR,7R)-12-Chloro-10-fluoro-11-(2-fluoro-6-hydroxyphenyl)-7-((S)-1-methylpyrrolidin-2-yl)-2,3,4,4a,6,7-Hexahydro-8-oxa-3,5a,9,13c-tetraazanaphtho[3,2,1-de]anthracene-5(1H)-one